C1C2CC3(CC1CC(C2)(C3)O)N (1S,3R,5R,7S)-3-aminoadamantan-1-ol